C(C)(=O)N1CCN(CC1)CC1=CC2=C(NC(=N2)C(NC(=O)C=2C(=NOC2)C)C2CCCCCCC2)C=C1 N-[{5-[(4-acetylpiperazin-1-yl)methyl]-1H-benzimidazol-2-yl}(cyclooctyl)methyl]-3-methylisoxazole-4-carboxamide